ethyl 1-(6-((tert-butoxycarbonyl)amino)pyridin-2-yl)-5-(trifluoromethyl)-1H-pyrazole-4-carboxylate C(C)(C)(C)OC(=O)NC1=CC=CC(=N1)N1N=CC(=C1C(F)(F)F)C(=O)OCC